COC1=NC(=CC=C1[C@H]1[C@@](C1)(C(=O)NS(=O)(=O)C=1C=2C=CC(=NC2C=CC1)C)C1=C(C=CC(=C1)C)OC)OC |r| rac-(1r,2s)-2-(2,6-dimethoxypyridin-3-yl)-1-(2-methoxy-5-methylphenyl)-N-(2-methylquinoline-5-sulfonyl)cyclopropane-1-carboxamide